S1C(=NC2=C1C=CC=C2)CN2CCN(CC2)C2=NC(=CC=C2C#N)CC 2-[4-(1,3-benzothiazol-2-ylmethyl)piperazin-1-yl]-6-ethyl-pyridine-3-carbonitrile